butyl (4-bromobutyl)imidodicarbonate BrCCCCN(C(=O)OCCCC)C(=O)[O-]